[Br-].C(C)[N+](CC1=CC2=C(N=C3C(NC(N=C3N2CC(C(C(COC(C)=O)OC(C)=O)OC(C)=O)OC(C)=O)=O)=O)C=C1C)(CC)CC Triethyl-[7-methyl-2,4-dioxo-10-(2,3,4,5-tetraacetoxypentyl)-2,3,4,10-tetrahydro-benzo[g]pteridin-8-ylmethyl]-ammonium bromide